ClC=1C=CC2=C([C@@H](C[C@@H](O2)C(=O)NC23CC(C2)(C3)C3NC(=NO3)COC3=CC(=C(C=C3)Cl)F)O)C1 (2R,4R)-6-chloro-N-(3-{3-[(4-chloro-3-fluorophenoxy)methyl]-4,5-dihydro-1,2,4-oxadiazol-5-yl}bicyclo[1.1.1]pent-1-yl)-4-hydroxy-3,4-dihydro-2H-1-benzopyran-2-carboxamide